IC1=C(C(=CC(=C1)I)I)NC(C)=O N-(2,4,6-triiodophenyl)acetamide